ClC=1C=CC2=C([C@@]3(N(CC(N2)=O)C[C@H](O3)C)C3=CC=CC=C3)C1 (cis-trans)-10-chloro-2,3,7,11b-tetrahydro-2-methyl-11b-phenyloxazolo[3,2-d][1,4]benzodiazepin-6(5H)-one